5-(4-dimethylamino-phenyl)-pyrazoline CN(C1=CC=C(C=C1)C1C=CNN1)C